OCC[N+](C)(C)C.C(CCC)(=O)[O-] butyrate choline salt